C(CC(O)(C(=O)O)CC(=O)O)(=O)O.CN(C1CC2=C(OC3=C2C=C(C=C3)NC(=O)C3=CC2=C(O3)C=CC=C2)CC1)C N-(N,N-dimethyl-1,2,3,4-tetrahydro-2-aminodibenzo-fur-8-yl)benzo[b]furan-2-carboxamide citrate